(fluorophenyl)thiazole-5-carbonitrile FC1=C(C=CC=C1)C=1SC(=CN1)C#N